(S)-2-((t-butoxycarbonyl) amino)-4-pentynoate C(C)(C)(C)OC(=O)N[C@H](C(=O)[O-])CC#C